8-(4-aminopiperidin-1-yl)-6-(3,5-dimethoxybenzyl)-2-(propan-2-yl)-2,6-dihydroimidazo[1,2-c]pyrido[2,3-e]pyrimidin-5(3H)-one NC1CCN(CC1)C1=CC2=C(C=3N(C(N2CC2=CC(=CC(=C2)OC)OC)=O)CC(N3)C(C)C)N=C1